(S)-1-(4-((5R,7R)-7-hydroxy-5-methyl-6,7-dihydro-5H-cyclopenta[d]pyrimidin-4-yl)piperazin-1-yl)-3-(tetrahydro-2H-pyran-4-ylamino)-2-(4-(trifluoromethyl)phenyl)propan-1-one O[C@@H]1C[C@H](C2=C1N=CN=C2N2CCN(CC2)C([C@H](CNC2CCOCC2)C2=CC=C(C=C2)C(F)(F)F)=O)C